[(2S)-2-(aminomethyl)pyrrolidin-1-yl][8-methyl-2-(pyridin-2-ylmethyl)-4,5-dihydro-2H-furo[2,3-g]indazol-7-yl]methanone NC[C@H]1N(CCC1)C(=O)C1=C(C2=C(CCC3=CN(N=C23)CC2=NC=CC=C2)O1)C